C(C)(C)(C)OC(=O)N(C1=C(C(=O)OC)C=C(C(=N1)OC)O)C methyl 2-((tert-butoxycarbonyl) (methyl) amino)-5-hydroxy-6-methoxynicotinate